C(C=1C(O)=CC=CC1)(=O)ON=NC1=CC(=CC=C1)[N+](=O)[O-].[Na] sodium m-nitrophenylazo salicylate